1-(3-((6-amino-8-bromo-2-fluoro-9H-purin-9-yl)methyl)phenyl)-N-(2-hydroxyethyl)-N-methylmethanesulfonamide NC1=C2N=C(N(C2=NC(=N1)F)CC=1C=C(C=CC1)CS(=O)(=O)N(C)CCO)Br